CNC(C1=NC=CC(=C1)NCC1=C(C=CC(=C1)C(NC1=CC(=CC(=C1)C(F)(F)F)N1C=NC(=C1)C)=O)C)=O N-methyl-4-((2-methyl-5-((3-(4-methyl-1H-imidazol-1-yl)-5-(trifluoromethyl)phenyl)carbamoyl)benzyl)amino)picolinamide